N-(((2S,5R)-6-hydroxy-7-oxo-1,6-diazabicyclo[3.2.1]octan-2-yl)(imino)methyl)oxazole-4-carboxamide ON1[C@@H]2CC[C@H](N(C1=O)C2)C(NC(=O)C=2N=COC2)=N